(2S)-N-[(1S)-1-Cyano-2-(4'-cyanobiphenyl-4-yl)ethyl]-1,4-oxazepane-2-carboxamide C(#N)[C@H](CC1=CC=C(C=C1)C1=CC=C(C=C1)C#N)NC(=O)[C@H]1OCCCNC1